OC1(COC1)C1=CC=NO1 5-(3-hydroxyoxetan-3-yl)isoxazol